2H-PYRIDAZIN-3-ONE N=1NC(C=CC1)=O